C(C)(C)(C)OC(=O)N1CCC(CC1)CC1CCNCC1.OCC12OCC(C1)(C2)NC(C)=O N-(1-(hydroxymethyl)-2-oxabicyclo[2.1.1]hexane-4-yl)acetamide tert-butyl-4-(piperidin-4-ylmethyl)piperidine-1-carboxylate